(E)-1-[2-(2-Hexyldecoxy)-6-hydroxyphenyl]-3-(4-hydroxyphenyl)prop-2-en-1-one C(CCCCC)C(COC1=C(C(=CC=C1)O)C(\C=C\C1=CC=C(C=C1)O)=O)CCCCCCCC